FC(OC1=C(C(=O)N[C@H]2[C@H](C2)F)C(=CC(=C1)C=1C=NN2C1C=CC(=C2)C2(CCC2)O)OC)F 2-(Difluoromethoxy)-N-[(1R,2S)-2-fluorocyclopropyl]-4-[6-(1-hydroxycyclobutyl)pyrazolo[1,5-a]pyridin-3-yl]-6-methoxy-benzamide